C(C1=CC=CC=C1)N(CC1=CC=CC=C1)CC(COCCNCCOCCN1C(C2=CC=CC=C2C1=O)=O)F 2-(2-Benzyl-4-fluoro-1-phenyl-6,12-dioxa-2,9-diazatetradecan-14-yl)isoindoline-1,3-dione